N3-(2,6-dichlorophenyl)-N6-(3-fluoro-4-(2-(pyrrolidin-1-yl)ethoxy)phenyl)-1-(3-methoxy-3-methylbutyl)-1H-pyrazolo[3,4-d]pyrimidine-3,6-diamine ClC1=C(C(=CC=C1)Cl)NC1=NN(C2=NC(=NC=C21)NC2=CC(=C(C=C2)OCCN2CCCC2)F)CCC(C)(C)OC